O=C1N(C(CC1)=O)C(C(=O)[O-])CCC#CC=1C=NC(=NC1)S(=O)(=O)C 2,5-dioxopyrrolidin-1-yl-6-(2-(methylsulfonyl)pyrimidin-5-yl)hexa-5-ynoate